phenyl-(tetrahydro-2H-pyran-4-yl)methanol C1(=CC=CC=C1)C(O)C1CCOCC1